3-(1-piperidinyl)isothiazol N1(CCCCC1)C1=NSC=C1